2-({8-[1-(2-methoxyethyl)-1H-pyrazol-4-yl]-3-oxo-1H,2H,3H-benzo[e]isoindol-2-yl}methyl)prop-2-enamide COCCN1N=CC(=C1)C=1C=CC2=C(C=3CN(C(C3C=C2)=O)CC(C(=O)N)=C)C1